4-{5-[3-(4-benzimidazol-1-yl-phenyl)-ureido]-3-tert-butyl-pyrazol-1-yl}-benzoic acid ethyl ester C(C)OC(C1=CC=C(C=C1)N1N=C(C=C1NC(=O)NC1=CC=C(C=C1)N1C=NC2=C1C=CC=C2)C(C)(C)C)=O